Tert-butyl (R)-(1-(5-(trifluoromethyl)pyridin-3-yl)pyrrolidin-3-yl)carbamate FC(C=1C=C(C=NC1)N1C[C@@H](CC1)NC(OC(C)(C)C)=O)(F)F